CC1(CC(CC(C1)C)NC(CC)S(=O)(=O)O)C 3,3,5-trimethylcyclohexylaminopropane-1-sulfonic acid